(R)-4-(((6-((5-(difluoromethoxy)-1H-pyrazol-3-yl)amino)pyrazin-2-yl)oxy)methyl)piperidin-2-one FC(OC1=CC(=NN1)NC1=CN=CC(=N1)OC[C@H]1CC(NCC1)=O)F